N-(2-(dimethylamino)-4-(trifluoromethyl)phenyl)-2-(4-((1-(2-(2,6-dioxopiperidine-3-yl)-1,3-dioxoisoindoline-5-yl)azetidin-3-yl)ethynyl)-1H-pyrazol-1-yl)-2-methylpropaneAmide CN(C1=C(C=CC(=C1)C(F)(F)F)NC(C(C)(C)N1N=CC(=C1)C#CC1CN(C1)C=1C=C2C(N(C(C2=CC1)=O)C1C(NC(CC1)=O)=O)=O)=O)C